2-(3-(dibenzothiophen-4-yl)-[1,1-biphenyl]-3-yl)-4,6-diphenyl-1,3,5-triazine C1=CC=C(C=2SC3=C(C21)C=CC=C3)C3(CC(=CC=C3)C3=CC=CC=C3)C3=NC(=NC(=N3)C3=CC=CC=C3)C3=CC=CC=C3